(E)-N-[4-(3-ethynylphenyl)amino-3-cyano-7-ethoxyquinolin-6-yl]-4-(dimethylamino)but-2-enamide-N-oxide C(#C)C=1C=C(C=CC1)NC1=C(C=NC2=CC(=C(C=C12)[NH+](C(\C=C\CN(C)C)=O)[O-])OCC)C#N